7-amino-1H-indole-3-carbonitrile NC=1C=CC=C2C(=CNC12)C#N